CC=1C=C2C(C=C(OC2=C(C1)C(C)NC1=C(C(=O)O)C=CC=C1)C1=CC=C(C=C1)N1C(COCC1)C)=O 2-[1-[6-methyl-2-[4-(3-methylmorpholin-4-yl)phenyl]-4-oxo-chromen-8-yl]ethylamino]benzoic acid